FC1=C(C(=O)O)C(=C(C(=C1F)C(=O)O)F)F.FC(C(F)(F)F)(O[Si](OC(C(F)(F)F)(F)F)(OC(C(F)(F)F)(F)F)C(C(C(C(C(C(C(C(C(C(F)(F)F)(F)F)(F)F)(F)F)(F)F)(F)F)(F)F)(F)F)(F)F)(F)F)F perfluorodecyltriethoxysilane perfluoroterephthalate